C(CCCCCCCCCCC)OC1=C(C=C(C=C1CN(C)C)CC)CN(C)C 1,1'-(2-dodecyloxy-5-ethyl-1,3-phenylene)-bis(N,N-dimethylmethylamine)